(1R,2S,3R,5S)-3-(4-aminopyrrolo[2,3-d]pyrimidin-7-yl)-5-[(1S)-5-chloro-1,3-dihydroisobenzofuran-1-yl]cyclopentane-1,2-diol NC=1C2=C(N=CN1)N(C=C2)[C@H]2[C@@H]([C@@H]([C@H](C2)[C@@H]2OCC1=CC(=CC=C21)Cl)O)O